4-Phenoxybenzene-1,2-diamine O(C1=CC=CC=C1)C=1C=C(C(=CC1)N)N